C(=O)O.NCCNC(=O)N1CCN(CC1)C(C1=C(C=C(C=C1)NC=1C=2N(C=CN1)C(=CN2)C2=C(C(=C(C=C2)OCC#N)F)F)C)=O N-(2-aminoethyl)-4-[4-[[3-[4-(cyanomethoxy)-2,3-difluorophenyl]imidazo[1,2-a]pyrazin-8-yl]amino]-2-methylbenzoyl]piperazine-1-carboxamide formate